Cl.N[C@@H]([C@H]1CNC=2C=CC=C(C2C1)C#N)C=1N(N=CC1)C (3R)-3-[(S)-amino(2-methylpyrazol-3-yl)methyl]-1,2,3,4-tetrahydroquinoline-5-carbonitrile hydrochloride